Cl.COC(=O)[C@H]1NC[C@H](C1)N(C(CC)=O)C1CCC(CC1)C (2S,4S)-4-(N-((1s,4R)-4-methylcyclohexyl)propanamido)pyrrolidine-2-carboxylic acid methyl ester hydrochloride